BrC1=CC=C(C=C1)N1C(N(C[C@H](C1)N(C(=O)C=1N=C(SC1)C#C)C1=CC(=CC(=C1)OC)OC)C)=O (R)-N-(1-(4-Bromophenyl)-3-methyl-2-oxohexahydropyrimidin-5-yl)-N-(3,5-dimethoxyphenyl)-2-ethynylthiazole-4-carboxamide